FC1(CC(C1)(C)C1(NC(=CC=C1N)C1=CC=C(C=C1)F)N)F 2-(3,3-difluoro-1-methyl-cyclobutyl)-6-(4-fluorophenyl)pyridine-2,3-diamine